N-(4-{[4-(2,2-difluoroethoxy)-3-(2,2,2-trifluoroacetamido)pyridin-2-yl]ethynyl}pyridin-2-yl)-2,2,2-trifluoroacetamide FC(COC1=C(C(=NC=C1)C#CC1=CC(=NC=C1)NC(C(F)(F)F)=O)NC(C(F)(F)F)=O)F